N1N=NC(=C1)C1(CC1)NC(C(=O)C=1C(=C(N2[C@H]3[C@@H](CC12)C3)C(=O)OC)C)=O Methyl (1aR,6aR)-5-(2-((1-(1H-1,2,3-triazol-4-yl)cyclopropyl)amino)-2-oxoacetyl)-4-methyl-1,1a,6,6a-tetrahydrocyclopropa[b]pyrrolizine-3-carboxylate